N-((1r,4r)-4-aminocyclohexyl)-7-(3-(4-fluoro-2,6-dimethylphenoxy)-5-methylphenyl)-5-methyl-4-oxo-4,5-dihydrothieno[3,2-c]pyridine-2-carboxamide NC1CCC(CC1)NC(=O)C1=CC=2C(N(C=C(C2S1)C1=CC(=CC(=C1)C)OC1=C(C=C(C=C1C)F)C)C)=O